OC=1C=C(C=C(C(=O)OCCC)C#N)C=CC1 n-propyl 3-hydroxy-α-cyanocinnamate